7-(bromomethyl)-3-methyl-5-phenylquinoxalin-2(1H)-one BrCC1=CC(=C2N=C(C(NC2=C1)=O)C)C1=CC=CC=C1